CC1=C(C=CC=C1)C(CC=C)O 1-(2-methylphenyl)-3-butene-1-ol